COS(=O)(=O)CCC.S(=O)(=O)(O)O.N1C=NC=C1 imidazole sulfate methylpropanesulfonate